C(CC(C)CCC=C(C)C)OCCCCCCCCCCCC=O 12-citronellyloxydodecanal